COC=1C=C2C(=NC=NC2=CC1OC)N1CCC(CC1)CC(=O)NO 2-(1-(6,7-dimethoxyquinazolin-4-yl)piperidin-4-yl)-N-hydroxyacetamide